(3R)-6-Acetyl-3-[(1-{[(tert-butyldimethylsilyl)oxy](2H2)methyl}cyclopropyl)(2H2)methoxy]-3-(4-chlorophenyl)-2-[(5-chloropyridin-2-yl)methyl]-4-fluoro-2,3-dihydro-1H-isoindol-1-one C(C)(=O)C1=CC(=C2[C@@](N(C(C2=C1)=O)CC1=NC=C(C=C1)Cl)(C1=CC=C(C=C1)Cl)OC([2H])([2H])C1(CC1)C([2H])([2H])O[Si](C)(C)C(C)(C)C)F